4-((4-bromophenyl)(propargyl)amino)-3-bromophenol BrC1=CC=C(C=C1)N(C1=C(C=C(C=C1)O)Br)CC#C